N-(naphthalene-2-yl)-1-(4-(1-(tetrahydro-2H-pyran-2-yl)-1H-pyrazol-4-yl)phenyl)piperidine-4-carboxamide C1=C(C=CC2=CC=CC=C12)NC(=O)C1CCN(CC1)C1=CC=C(C=C1)C=1C=NN(C1)C1OCCCC1